N1(N=CC=C1)C1=CC=C(C=C1)C(N1CCNCC1)C1=CC2=C(OCOC2)C=C1 1-((4-(1H-pyrazol-1-yl)phenyl)(4H-benzo[d][1,3]dioxin-6-yl)methyl)piperazine